1-[dimethyl-(vinyl)silyl]-4-benzylpiperazine C[Si](N1CCN(CC1)CC1=CC=CC=C1)(C=C)C